(S)-6-(3-(2-hydroxypropan-2-yl)pyrrolidin-1-yl)nicotinonitrile OC(C)(C)[C@@H]1CN(CC1)C1=NC=C(C#N)C=C1